NN1C(=C(C(=C1)F)C1CCN(CC1)C(=O)OC(C)(C)C)C(=O)OC tert-butyl 4-(1-amino-4-fluoro-2-(methoxycarbonyl)-1H-pyrrol-3-yl)piperidine-1-carboxylate